N-((3-((3-bromo-5-(((ethyl(methyl)amino)methylene)amino)-6-methylpyridin-2-yl)oxy)phenyl)(methyl)(oxo)-λ6-sulfaneylidene)pivalamide BrC=1C(=NC(=C(C1)N=CN(C)CC)C)OC=1C=C(C=CC1)S(=NC(C(C)(C)C)=O)(=O)C